10-Hydroxybenzoquinolinate OC1=CC=CC2=CC=C3C=CC(=NC3=C21)C(=O)[O-]